C(C)N(C(COC1=C(C=CC=C1)SC)=S)CC N,N-diethyl-2-(2-(methylthio)phenoxy)ethanethioamide